methyl 3-(tosyloxy)cyclobutane-1-carboxylate S(=O)(=O)(C1=CC=C(C)C=C1)OC1CC(C1)C(=O)OC